C1N(CCC2=CC=CC=C12)[C@H]1[C@@H](CN(CC1)C1=NC=NC(=C1)NC1=CC=C(C=C1)F)O trans-4-(3,4-dihydroisoquinolin-2(1H)-yl)-1-(6-((4-fluorophenyl)amino)pyrimidin-4-yl)piperidin-3-ol